ClC1=NC=C(C2=CC=CC=C12)C(C)NC 1-(1-chloroisoquinolin-4-yl)-N-methylethylamine